N-(2-hydroxy-1-(thiophen-3-yl)ethyl)-1-(5-methyl-2-((tetrahydro-2H-pyran-4-yl)amino)pyrimidin-4-yl)-1H-imidazole-4-carboxamide OCC(C1=CSC=C1)NC(=O)C=1N=CN(C1)C1=NC(=NC=C1C)NC1CCOCC1